5-bromo-3-iodo-1-[(4-methylphenyl)dioxy-λ6-sulfanyl]pyrrolo[2,3-b]pyridine BrC=1C=C2C(=NC1)N(C=C2I)[SH4]OOC2=CC=C(C=C2)C